5-chloro-4-(6-((1,3-difluoropropan-2-yl)oxy)pyridin-3-yl)-2-fluoroaniline ClC=1C(=CC(=C(N)C1)F)C=1C=NC(=CC1)OC(CF)CF